N(=[N+]=[N-])C(C)C=1C=C2C(N(C=NC2=CC1)C)=O 6-(1-azidoethyl)-3-methylquinazolin-4(3H)-one